1-[[2-(trifluoromethyl)phenyl]methyl]-1,2,4-triazole-3-carboxylic acid FC(C1=C(C=CC=C1)CN1N=C(N=C1)C(=O)O)(F)F